[3-[5,7-difluoro-2-(4-fluorophenyl)-1H-indol-3-yl]-1-fluoro-cyclobutyl]methan-amine FC=1C=C2C(=C(NC2=C(C1)F)C1=CC=C(C=C1)F)C1CC(C1)(F)CN